FC1(OOC1(F)F)F perfluoro-1,4-dioxetane